CC=1N(C(C2=C(N1)C(NC(N2)=O)=O)=O)C 2,3-dimethyl-5H-pyrimido[5,4-d]pyrimidine-4,6,8-trione